OC1CCN(CC1)C(=O)C1=NC=CC2=CN=C(C=C12)NC1CCN(CC1)S(=O)(=O)C (4-hydroxypiperidin-1-yl)(7-((1-(methylsulfonyl)piperidin-4-yl)amino)-2,6-naphthyridin-1-yl)methanone